COC(C1CCN(CC1)C1=CC=C2C(=NNC(C2=C1)=O)F)OC 7-(4-(dimethoxymethyl)piperidin-1-yl)-4-fluorophthalazin-1(2H)-one